methyl 19-bromononadecanoate BrCCCCCCCCCCCCCCCCCCC(=O)OC